C1=NC=CC2=CC(=CC=C12)CC(=O)O (isoquinolin-6-yl)acetic acid